Cl.COC1=NC2=CC=CC=C2C=C1N(C1CCNCC1)C methoxy-N-methyl-N-(piperidin-4-yl)quinolin-3-amine hydrochloride